(S)-4-((6-Fluoropyridin-2-yl)methyl)-N-(7-((3-hydroxyoxetan-3-yl)ethynyl)-5-methyl-4-oxo-2,3,4,5-tetrahydrobenzo[b][1,4]oxazepin-3-yl)-1H-pyrazol-1-carboxamid FC1=CC=CC(=N1)CC=1C=NN(C1)C(=O)N[C@@H]1C(N(C2=C(OC1)C=CC(=C2)C#CC2(COC2)O)C)=O